butoxyheptanol C(CCC)OC(CCCCCC)O